5-hydroxy-1,3-benzene-dicarboxylic acid OC=1C=C(C=C(C1)C(=O)O)C(=O)O